C1=CC=CC=2C3=CC=CC=C3C(C12)N([C@H](C(=O)O)CC1=CC=CC=C1)C(=O)OC (2S)-2-(9H-fluoren-9-yl-methoxycarbonyl-amino)-3-phenyl-propanoic acid